FC1=C(NC)C(=CC=C1C)[N+](=O)[O-] 2-fluoro-N,3-dimethyl-6-nitro-aniline